C1(CC1)NC(CC1N(C(CC1)=O)CC1=CC=C(C=C1)CC)=O N-cyclopropyl-2-[1-[(4-ethylphenyl)methyl]-5-oxopyrrolidin-2-yl]acetamid